2-(4-(p-tolyl)piperidin-1-yl)aniline C1(=CC=C(C=C1)C1CCN(CC1)C1=C(N)C=CC=C1)C